2-((2-hexyldecyl)oxy)-2-oxoethane C(CCCCC)C(COC(C)=O)CCCCCCCC